(4-((2-amino-3-chloropyridin-4-yl)oxy)-3-fluorophenyl)-3,5-dimethyl-1-phenyl-1H-pyrazole-4-carboxamide NC1=NC=CC(=C1Cl)OC1=C(C=C(C=C1)NC(=O)C=1C(=NN(C1C)C1=CC=CC=C1)C)F